C(C)OC(=O)C1=C(CC[C@@](C1)(C)CO)C1=CC=C(C=C1)Cl (R)-4'-chloro-4-(hydroxymethyl)-4-methyl-3,4,5,6-tetrahydro-[1,1'-biphenyl]-2-carboxylic acid ethyl ester